(2-{2,6-Difluoro-4-[(3S)-3-fluoropyrrolidine-1-sulfonyl]phenyl}-3-fluoro-4-methylquinolin-7-yl)methanol FC1=C(C(=CC(=C1)S(=O)(=O)N1C[C@H](CC1)F)F)C1=NC2=CC(=CC=C2C(=C1F)C)CO